ethyl 5-fluoro-6-[1-methyl-4-(trifluoromethyl)imidazol-2-yl]pyridine-3-carboxylate FC=1C=C(C=NC1C=1N(C=C(N1)C(F)(F)F)C)C(=O)OCC